N1C[C@@H](CC1)N1CCN(CC1)C(=O)OCC1=CC=CC=C1 Benzyl 4-[(3R)-pyrrolidin-3-yl]piperazine-1-carboxylate